N[NH-] aminoamid